2-[(2E)-2-(aminomethyl)-3-fluoroprop-2-en-1-yl]-4-{4-methyl-6-[4-(1H-1,2,4-triazol-3-yl)phenyl]pyridin-3-yl}-2,4-dihydro-3H-1,2,4-triazol-3-one NC/C(/CN1N=CN(C1=O)C=1C=NC(=CC1C)C1=CC=C(C=C1)C1=NNC=N1)=C\F